C(C1=CC=CC=C1)N1CCC(CC1)CNC(C1=CC=C(C=C1)CCC(=O)NO)=O N-((1-benzylpiperidin-4-yl)methyl)-4-(3-(hydroxyamino)-3-oxopropyl)benzamide